C(C)(CC)C1C(NC2=C(CN1C1=NOC(N1)=O)C=CC=C2)=O 3-(3-(sec-butyl)-2-oxo-1,2,3,5-tetrahydro-4H-benzo[1,4]diazepin-4-yl)-1,2,4-oxadiazol-5(4H)-one